2-[3-(1,3-benzothiazol-2-ylamino)-4-methyl-6,7-dihydro-5H-pyrido[2,3-c]pyridazin-8-yl]-5-[3-[2-fluoro-4-[3-methyl-3-(methylamino)but-1-ynyl]phenoxy]propyl]thiazole-4-carboxylic acid S1C(=NC2=C1C=CC=C2)NC2=C(C1=C(N=N2)N(CCC1)C=1SC(=C(N1)C(=O)O)CCCOC1=C(C=C(C=C1)C#CC(C)(NC)C)F)C